[C@H]12[C@@H](C[C@H](CC1)O2)NC2=NC(=NC1=CC(=CC=C21)C2=CC=NN2)N |r| rac-N4-((1R,2R,4S)-7-oxabicyclo[2.2.1]heptan-2-yl)-7-(1H-pyrazol-5-yl)quinazoline-2,4-diamine